CC1([C@H](C1)C(=O)N1CC2(C1)CN(CC2COCC2=CC(=NC=C2)C2CCOCC2)C(=O)C2=CN=CS2)C (2-((s)-2,2-dimethylcyclopropane-1-carbonyl)-8-(((2-(tetrahydro-2H-pyran-4-yl)pyridin-4-yl)methoxy)methyl)-2,6-diazaspiro[3.4]octan-6-yl)(thiazol-5-yl)methanone